FC1=CC=C(C=C1)C1=C(C=C2CNC(C2=C1)=O)C=O 6-(4-Fluorophenyl)-1-oxoisoindoline-5-carbaldehyde